7-(4-bromo-2-methylphenyl)-3-(4-methoxybenzyl)-6,7-dihydro-3H-[1,2,3]triazolo[4,5-f][1,4]oxazepin-8(5H)-one BrC1=CC(=C(C=C1)N1CCOC2=C(C1=O)N=NN2CC2=CC=C(C=C2)OC)C